N-((3S)-7-(3,8-diazabicyclo[3.2.1]octan-3-yl)chroman-3-yl)-3-amino-6-methylthieno[2,3-b]pyridine-2-carboxamide C12CN(CC(CC1)N2)C2=CC=C1C[C@@H](COC1=C2)NC(=O)C2=C(C=1C(=NC(=CC1)C)S2)N